FC(C=1C=C(C(=O)N[C@H](C)C=2C(=NC=CN2)N2N=C(N=C2)C(=O)N(C)CC)C=C(C1)C(F)(F)F)(F)F |r| (rac)-1-(3-{1-[3,5-Bis(trifluoromethyl)benzamido]ethyl}pyrazin-2-yl)-N-ethyl-N-methyl-1H-1,2,4-triazole-3-carboxamide